FC(C1=CC=C(C=C1)C=1OC=CC1)(F)F 2-[4-(Trifluoromethyl)phenyl]furan